exo-N-[(3-benzyl-1,2,4-oxadiazol-5-yl)methyl]-5-fluoro-1a,6b-dihydro-1H-cyclopropa[b][1]benzofuran-1-carboxamide C(C1=CC=CC=C1)C1=NOC(=N1)CNC(=O)C1C2OC3=C(C21)C=C(C=C3)F